CC1=C(N=C2N1C=CC(=C2)C(=O)N)C2=CC(=CC=C2)N2N=C(C=C2C)C Methyl-((S)-3-(3,5-dimethyl-1H-pyrazol-1-yl)phenyl)imidazo[1,2-a]pyridine-7-carboxamide